COC(=O)C1=CC=2C(=NC=CC2C=2C=NC=C(C2)C2=C(C=C(C=C2)N2C(CCC2)=O)C)N1 4-(5-(2-methyl-4-(2-oxopyrrolidin-1-yl)phenyl)pyridin-3-yl)-1H-pyrrolo[2,3-b]Pyridine-2-carboxylic acid methyl ester